di(oxetan-3-yl)methylacetyl-silane O1CC(C1)C(C1COC1)[SiH2]C(C)=O